2-chloro-1,3-dimethyl-1h-benzimidazole ClC1N(C2=C(N1C)C=CC=C2)C